CN1C=C(C=CC1=O)C1=CC=C(C=C1)C1C(C1)NC(OC(C)(C)C)=O tert-butyl (2-(4-(1-methyl-6-oxo-1,6-dihydropyridin-3-yl)phenyl)cyclopropyl)carbamate